2-((4-oxo-1-phenyl-4,5-dihydro-1H-pyrazolo[3,4-d]pyrimidin-6-yl)thio)-2-phenylacetic acid O=C1C2=C(N=C(N1)SC(C(=O)O)C1=CC=CC=C1)N(N=C2)C2=CC=CC=C2